2-(6-(3-(1-((2-(trifluoromethyl)pyridin-3-yl)oxy)ethyl)piperidin-1-yl)pyrazin-2-yl)-1,3,4-thiadiazole FC(C1=NC=CC=C1OC(C)C1CN(CCC1)C1=CN=CC(=N1)C=1SC=NN1)(F)F